(5R,3S)-5-((S)-1-(tert-butoxycarbonyl)amino-2-(1-(tert-butoxycarbonyl)(indol-3-yl))-ethyl)-4-(tert-butoxycarbonyl)methyl-3-(4-(tert-butoxycarbonyl)amino-butyl)-2-oxopiperazine C(C)(C)(C)OC(=O)N[C@@H](CC1=CN(C2=CC=CC=C12)C(=O)OC(C)(C)C)[C@@H]1N([C@H](C(NC1)=O)CCCCNC(=O)OC(C)(C)C)CC(=O)OC(C)(C)C